(2S,4R)-1-[2-[3-[4-(dimethoxymethyl)-1-piperidinyl]isoxazol-5-yl]-3-methyl-butyryl]-4-hydroxy-N-[(1S)-1-[4-(4-methylthiazol-5-yl)phenyl]ethyl]pyrrolidine-2-carboxamide COC(C1CCN(CC1)C1=NOC(=C1)C(C(=O)N1[C@@H](C[C@H](C1)O)C(=O)N[C@@H](C)C1=CC=C(C=C1)C1=C(N=CS1)C)C(C)C)OC